N1N=CC2=CC=C(C=C12)CN(C1=CC(=CC=C1)CN1CCOCC1)CC1=CC(=CC=C1)OC N-((1H-indazol-6-yl)methyl)-N-(3-methoxybenzyl)-3-(morpholinomethyl)aniline